C1=CC=CC=2C3=CC=CC=C3C(C12)COC(NCC(NCOCC)=O)=O 1-(9H-fluoren-9-yl)-3,6-dioxo-2,9-dioxa-4,7-diazaundecane